ClC=1C=CC(=C(C1)C1=CC(=C(N=N1)C1CCN(CC1)C)NC1=CC(=NC=C1)NC(CCN1CCN(CC1)C)=O)F N-(4-{[6-(5-chloro-2-fluorophenyl)-3-(1-methylpiperidin-4-yl)pyridazin-4-yl]amino}pyridin-2-yl)-3-(4-methylpiperazin-1-yl)propanamide